C(C)(C)(C)OC(=O)NC=1C(=C(C=C2C=C(N=CC12)NC(NC)=O)C1=CN=C2CCCN(C2=C1C)C(=O)OC(C)(C)C)F tert-Butyl 7-[8-(tert-butoxycarbonylamino)-7-fluoro-3-(methylcarbamoylamino)-6-isoquinolyl]-8-methyl-3,4-dihydro-2H-1,5-naphthyridine-1-carboxylate